calcium-copper [Cu].[Ca]